(R)-4-((2-(((6-(difluoromethyl)-3-fluoropyridin-2-yl)(1-methylcyclopentyl)methyl)amino)-3,4-dioxocyclobut-1-en-1-yl)amino)-3-hydroxy-N,N-dimethylpicolinamide FC(C1=CC=C(C(=N1)[C@@H](C1(CCCC1)C)NC1=C(C(C1=O)=O)NC1=C(C(=NC=C1)C(=O)N(C)C)O)F)F